Allyltriphenyl-phosphonium bromide [Br-].C(C=C)[P+](C1=CC=CC=C1)(C1=CC=CC=C1)C1=CC=CC=C1